3-Hydroxy-N-[4-[3-(4-hydroxyphenyl)prop-2-enoyl]phenyl]benzenesulfonamide OC=1C=C(C=CC1)S(=O)(=O)NC1=CC=C(C=C1)C(C=CC1=CC=C(C=C1)O)=O